OC=1C=C(C=CC1C(=O)OC)C1CN(CCN1)C(=O)OCC1=CC=CC=C1 Benzyl 3-(3-hydroxy-4-(methoxycarbonyl)phenyl)piperazine-1-carboxylate